C(C)(=O)[O-].C[N+]1=CN(C2=C1C=CC=C2)C 1,3-dimethyl-benzoimidazolium acetate